([1,1'-biphenyl]-4-yl)-N-(4-bromophenyl)-[1,1':3',1''-terphenyl]-4'-amine C1(=CC=C(C=C1)C1=C(C=CC=C1)C1=CC(=C(C=C1)NC1=CC=C(C=C1)Br)C1=CC=CC=C1)C1=CC=CC=C1